FC1S(C2=C(COC1)C(=CC(=C2)C(=O)O)F)(=O)=O 2,6-difluoro-1,1-dioxo-3,5-dihydro-2H-4,1λ6-benzoxathiepine-8-carboxylic Acid